CN1N=NN=C1C(C1=CC=CC=C1)=NOCC1=CC=CC(=N1)NC(OC(C)(C)C)=O 1,1-dimethylethyl N-[6-[[[[(1-methyl-1H-tetrazol-5-yl)phenylmethylene]amino]oxy]methyl]-2-pyridinyl]carbamate